(R)-N-(2-(4-(6-fluoropyrimidin-4-yl)-3-(methoxymethyl)piperazin-1-yl)pyrimidin-5-yl)-6-(1-methyl-1H-pyrazol-4-yl)nicotinamide FC1=CC(=NC=N1)N1[C@H](CN(CC1)C1=NC=C(C=N1)NC(C1=CN=C(C=C1)C=1C=NN(C1)C)=O)COC